3-[6-(methylamino)pyridin-3-yl]-7-[(1S)-1-[(2r,4r)-2-(aminomethyl)-6-oxo-5-oxa-7-azaspiro[3.4]octan-7-yl]ethyl]-1H-indole-2-carboxylic acid CNC1=CC=C(C=N1)C1=C(NC2=C(C=CC=C12)[C@H](C)N1C(OC2(CC(C2)CN)C1)=O)C(=O)O